C=C1C2=CC=C(C(=C2C(C=C1)=C)CO)CO 5,8-dimethylenenaphthalenedimethanol